(S)-4-((3-chloro-2,4-difluorophenyl)(methyl)carbamoyl)-3-(imidazo[1,2-a]pyrazine-8-yl)-2-oxoimidazolidine-1-carboxylic acid tert-butyl ester C(C)(C)(C)OC(=O)N1C(N([C@@H](C1)C(N(C)C1=C(C(=C(C=C1)F)Cl)F)=O)C=1C=2N(C=CN1)C=CN2)=O